FC(OC1=CC=C(OC=2N=NC(=CC2C(=O)NC2=CC(=CC=C2)S(=O)(=N)C)C(F)(F)F)C=C1)F 3-(4-difluoromethoxyphenoxy)-N-(3-(S-methylsulfonimidoyl)phenyl)-6-(trifluoromethyl)pyridazine-4-carboxamide